5-(2,6-Difluoro-4-{(5R)-5-[(1H-1,2,3-triazol-1-yl)methyl]-4,5-dihydro-1,2-oxazol-3-yl}phenyl)-2-(1,3-dimethylazetidine-3-sulfonyl)pyridine FC1=C(C(=CC(=C1)C1=NO[C@H](C1)CN1N=NC=C1)F)C=1C=CC(=NC1)S(=O)(=O)C1(CN(C1)C)C